C1(=CC=CC=C1)S(=O)(=O)ON=C(C#N)C1=CC=C(C=C1)OC Alpha-(benzenesulfonyloxyimino)-4-methoxybenzeneacetonitrile